FC=1C=C(C=C(C1F)N1N=CC=C1)[C@H]1[C@@H](C1)C=1C=NC(=NC1)C1=NC=CC=N1 trans-5-(2-(3,4-difluoro-5-(1H-pyrazol-1-yl)phenyl)cyclopropyl)-2,2'-bipyrimidine